P(=O)([O-])([O-])[O-].C(C)C=1[N+](=C(N(C1)CC)CC)C.C(C)C=1[N+](=C(N(C1)CC)CC)C.C(C)C=1[N+](=C(N(C1)CC)CC)C diethyl-1-ethyl-3-methylimidazolium phosphate salt